C(C1=CC=CC=C1)OC(=O)C1=CC=C(C=C1)C1(CCCCC1)C(=O)N1[C@H](C[C@H](C1)F)C(=O)NC1=CC=C2C(=N1)C=NN2C(=O)OC(C)(C)C tert-Butyl 5-({(4R)-1-[(1-{4-[(benzyloxy)carbonyl]phenyl}cyclohexyl)carbonyl]-4-fluoro-D-prolyl}amino)-1H-pyrazolo[4,3-b]pyridine-1-carboxylate